N-(1-(4-(trifluoromethyl)-phenyl)-1,2,3,4-tetrahydro-1,7-naphthyridin-3-yl)acrylamide FC(C1=CC=C(C=C1)N1CC(CC2=CC=NC=C12)NC(C=C)=O)(F)F